NC=1C=C(C=C(C1)C(F)(F)F)C(C)NC1=NC(=NC2=CC=C(C=C12)NCCOC)C 4-((1-(3-amino-5-(trifluoromethyl)phenyl)ethyl)amino)-6-((2-methoxyethyl)amino)-2-methylquinazoline